FC(C(=O)O)(F)F.BrC1=CC=C(C(=N1)NC(=O)[C@H]1N[C@@H]2C[C@@]2(C1)C=CCC=C)C (1R,3S,5R)-N-(6-Bromo-3-methylpyridin-2-yl)-5-(penta-1,4-dien-1-yl)-2-azabicyclo[3.1.0]hexane-3-carboxamide Trifluoroacetic Acid Salt